(Z)-5-((1H-pyrrolo[3,2-b]pyridin-3-yl)methylene)-3-ethyl-2-thioxooxazolidin-4-one N1C=C(C2=NC=CC=C21)\C=C/2\C(N(C(O2)=S)CC)=O